N-(6-Bromo-pyridin-2-yl)-2,2-dimethylpropionamid BrC1=CC=CC(=N1)NC(C(C)(C)C)=O